[Zn].NC1=CC=C(C=C1)C=1C2=CC=C(N2)C(=C2C=CC(C(=C3C=CC(=C(C=4C=CC1N4)C4=CC=C(C=C4)N)N3)C3=CC=C(C=C3)N)=N2)C2=CC=C(C=C2)N 5,10,15,20-tetra(4-aminophenyl)porphyrin zinc